C(C)(C)OC1=CCN(C=C1C=1C=NN(C1)C(C)C1=CC=CC=C1)C 4-isopropoxy-1-methyl-5-(1-(1-phenylethyl)-1H-pyrazol-4-yl)pyridine